N1C(C=NC2=CC=CC=C12)=O 2(1H)quinoxalinone